4-((4-(cyclohexylamino)-3-(1-methyl-1H-pyrazol-4-yl)-1H-pyrazolo[3,4-d]pyrimidin-6-yl)amino)-3-methoxy-N-methylbenzamide C1(CCCCC1)NC1=C2C(=NC(=N1)NC1=C(C=C(C(=O)NC)C=C1)OC)NN=C2C=2C=NN(C2)C